CC=1C(=NC2=C3N=CC=C(C3=CC=C2C1C1=CC=CC=C1)C1=CC=CC=C1)C dimethyl-4,7-diphenyl-1,10-phenanthroline